C=C(CCC(=O)O)CCCC(=O)O 4-methylenesuberic acid